COC1=NSC(=N1)NC(=O)N1CC2(C1)CCC(CC2)N(C=2C1=C(N=CN2)NC=C1)C N-(3-methoxy-1,2,4-thiadiazol-5-yl)-7-(methyl-(7H-pyrrolo[2,3-d]pyrimidin-4-yl)amino)-2-azaspiro[3.5]nonane-2-carboxamide